1-([1,1'-biphenyl]-4-yl)hydrazine-1,2-dicarboxylic acid diethyl ester C(C)OC(=O)N(NC(=O)OCC)C1=CC=C(C=C1)C1=CC=CC=C1